N[C@H](C)C=1C=C(C=C2C(N(C(=NC12)C1CCOCC1)C1CC1)=O)Cl (R)-8-(1-aminoethyl)-6-chloro-3-cyclopropyl-2-(tetrahydro-2H-pyran-4-yl)quinazolin-4(3H)-one